tert-butyl-(1R,5S)-3-(7-(6-(bis(4-methoxybenzyl)amino)-4-methyl-3-(trifluoromethyl)pyridin-2-yl)-6-chloro-8-fluoro-2-(methylsulfonyl)quinazolin-4-yl)-3,8-diazabicyclo[3.2.1]octane C(C)(C)(C)[C@@]12CN(C[C@H](CC1)N2)C2=NC(=NC1=C(C(=C(C=C21)Cl)C2=NC(=CC(=C2C(F)(F)F)C)N(CC2=CC=C(C=C2)OC)CC2=CC=C(C=C2)OC)F)S(=O)(=O)C